NC(C(=O)O)(CCCCB(O)O)CCCNC1CCCC1 2-amino-6-borono-2-(3-(cyclopentylamino)propyl)hexanoic acid